BrCC1=C(C(=C(C=C1)C=1N(C=C(N1)C(F)(F)F)CC)F)OC 2-(4-(bromomethyl)-2-fluoro-3-methoxyphenyl)-1-ethyl-4-(trifluoromethyl)-1H-imidazole